2-ethyl-1,2-propanediol C(C)C(CO)(C)O